7-methyl-1,7-diazaspiro[3.4]octan-6-one CN1C(CC2(CCN2)C1)=O